NC(C1=CC=C(C=C1)[N+](=O)[O-])=C(C#N)C#N (amino(4-nitrophenyl)methylene)malononitrile